6-chloro-1-ethyl-5-iodo-1,3-benzodiazole ClC=1C(=CC2=C(N(C=N2)CC)C1)I